CCC(CCCCC)=O Methyl-heptanone